(1R,11S,14S)-N-[(2,4-difluorophenyl)methyl]-7-hydroxy-14-methoxy-11-methyl-6,9-dioxo-10,15-diazatetracyclo[6.6.1.11,10.04,15]hexadeca-4,7-diene-5-carboxamide FC1=C(C=CC(=C1)F)CNC(=O)C1=C2CC[C@@]34[C@H](CC[C@@H](N(C(C(=C(C1=O)O)N32)=O)C4)C)OC